CC[C@H](C)[C@@H](C(=O)O)Cl (2S,3S)-2-Chloro-3-methyl-N-valeric acid